N,N-dibenzylpropeneAmide C(C1=CC=CC=C1)N(C(C=C)=O)CC1=CC=CC=C1